ClC1=C(C(=NC(=N1)SCCC)NCCCCC)N 6-Chloro-N4-pentyl-2-(propylthio)pyrimidine-4,5-diamine